[Mn].[Fe].[Ni].OCCCC(C)C 1-hydroxy-3-(2-propyl)propane nickel-iron-manganese